2-((3-hydroxy-5-methyl-1-(4-methylpentyl)-2-oxoindolin-3-yl)methyl)-5-methoxyphenyl acetate C(C)(=O)OC1=C(C=CC(=C1)OC)CC1(C(N(C2=CC=C(C=C12)C)CCCC(C)C)=O)O